FC(C1=C(C=CC(=C1)C(F)(F)F)CC(=O)N(CC=1OC(=NN1)C=1NC(C=CC1)=O)C1=CC=C(C=C1)F)(F)F 2-(2,4-bis(trifluoromethyl)phenyl)-N-(4-fluorophenyl)-N-((5-(6-oxo-1,6-dihydropyridin-2-yl)-1,3,4-oxadiazol-2-yl)methyl)acetamide